3-(2,2-dicyclopropylethoxy)-1H-pyrazole C1(CC1)C(COC1=NNC=C1)C1CC1